ethyl 2-(4-(2-fluoropropan-2-yl)-1-oxo-6-(trifluoromethyl)phthalazin-2(1H)-yl)acetate FC(C)(C)C1=NN(C(C2=CC=C(C=C12)C(F)(F)F)=O)CC(=O)OCC